5-[4-[4-[(4-chloro-2-pyridinyl)methyl]-5-oxo-1,2,4-triazol-1-yl]-2-fluoro-phenoxy]-4-methyl-thiazole-2-carboxylic acid methyl ester COC(=O)C=1SC(=C(N1)C)OC1=C(C=C(C=C1)N1N=CN(C1=O)CC1=NC=CC(=C1)Cl)F